1-(4-amino-3-(5-cyclopropyl-4-(1-methyl-1H-pyrazol-3-yl)isoxazol-3-yl)-1H-pyrazolo[4,3-c]pyridin-1-yl)-2-methylpropan-2-ol NC1=NC=CC2=C1C(=NN2CC(C)(O)C)C2=NOC(=C2C2=NN(C=C2)C)C2CC2